C(C)(C)(C)OC(=O)N1CCN(CC1)C1=C(C=C(C(=C1)OC)[N+](=O)[O-])C(=O)OC 4-(5-Methoxy-2-(methoxycarbonyl)-4-nitrophenyl)piperazine-1-carboxylic acid tert-butyl ester